BrC=1C(=C(C=CC1)NC1=NC=NC2=CC(=CC=C12)C(=O)NCCCNC=1C2=CC=CC=C2N=C2CCCCC12)F 4-((3-bromo-2-fluorophenyl)amino)-N-(3-((1,2,3,4-tetrahydroacridin-9-yl)amino)propyl)quinazoline-7-carboxamide